FC(COCC1=C(N)C=C(C=C1)C)F 2-((2,2-Difluoroethoxy)methyl)-5-methylaniline